8-Bromo-3-((2S,6R)-2,6-dimethylmorpholino)-1,2,3,5-tetrahydro-4H-pyrido[2,3-b][1,4]diazepin-4-one BrC1=CC2=C(NC(C(CN2)N2C[C@@H](O[C@@H](C2)C)C)=O)N=C1